N[C@H]1[C@H](N(C[C@@H]1F)C(=O)OC(C)(C)C)C(NC1=NC(=CC=C1)Br)=O (2S,3S,4S)-tert-Butyl 3-amino-2-(6-bromopyridin-2-ylcarbamoyl)-4-fluoropyrrolidine-1-carboxylate